((1R*,2R*)-1-Methyl-2-(trifluoromethyl)cyclopropyl)(1-oxa-6-azaspiro[2.5]octan-6-yl)methanone C[C@@]1([C@@H](C1)C(F)(F)F)C(=O)N1CCC2(CO2)CC1 |o1:1,2|